(5'S,7a'R)-1-benzoyl-5'-(isothiazol-4-yl)tetrahydro-3'H-spiro[piperidine-4,2'-pyrrolo[2,1-b]oxazol]-3'-one C(C1=CC=CC=C1)(=O)N1CCC2(C(N3[C@H](O2)CC[C@H]3C=3C=NSC3)=O)CC1